N-[(1S)-5-[2-(2-aminopyridin-3-yl)-7-methoxy-5-(pyrazol-1-yl)imidazo[4,5-b]pyridin-3-yl]-2,3-dihydro-1H-inden-1-yl]-3-formyl-4-hydroxybenzamide NC1=NC=CC=C1C1=NC=2C(=NC(=CC2OC)N2N=CC=C2)N1C=1C=C2CC[C@@H](C2=CC1)NC(C1=CC(=C(C=C1)O)C=O)=O